NC=1C=NC2=CC=CC=C2C1NCC(CO)(C)C 3-((3-aminoquinolin-4-yl)amino)-2,2-dimethylpropan-1-ol